((1-morpholinocyclobutyl)methyl)benzamide O1CCN(CC1)C1(CCC1)CC1=C(C(=O)N)C=CC=C1